FC1(CCN(CC1)[C@H]1C[C@H](NC1)C(=O)O)F (2S,4S)-4-(4,4-difluoro-1-piperidinyl)pyrrolidine-2-carboxylic acid